ClC1=CC=C2C=CNC2=C1F 6-chloro-7-fluoro-1H-indole